CO[C@H]1CN2C(OC1)=CC=N2 (6S)-6-methoxy-5H,6H,7H-pyrazolo[3,2-b][1,3]oxazine